O=C1NC(CCC1N1C(C2=CC=C(C=C2C1)NC(=O)C=1C=C2C=CC(=CC2=CC1)C(=O)O)=O)=O 6-((2-(2,6-dioxopiperidin-3-yl)-1-oxoisoindolin-5-yl)carbamoyl)-2-naphthoic acid